methyl N-benzyl-N-((R)-2-((tert-butoxycarbonyl) amino) pentanoyl)-L-alaninate C(C1=CC=CC=C1)N([C@@H](C)C(=O)OC)C([C@@H](CCC)NC(=O)OC(C)(C)C)=O